(3R)-3-({2-[2-(trifluoromethyl)phenyl][1,2,4]triazolo[1,5-c]quinazolin-5-yl}amino)azepin-2-one FC(C1=C(C=CC=C1)C1=NN2C(=NC=3C=CC=CC3C2=N1)NC=1C(N=CC=CC1)=O)(F)F